C1(CC1)NC(=O)NC=1C=NN2C1N=C(C=C2)N2[C@H](CC(C2)=O)C2=C(C=CC(=C2)F)F (R)-1-cyclopropyl-3-(5-(2-(2,5-difluorophenyl)-4-oxopyrrolidin-1-yl)pyrazolo[1,5-a]pyrimidin-3-yl)urea